5-[5-Methyl-2-(3-vinyl-phenylamino)-pyrimidin-4-ylamino]-3H-benzooxazol-2-one trifluoroacetate salt FC(C(=O)O)(F)F.CC=1C(=NC(=NC1)NC1=CC(=CC=C1)C=C)NC=1C=CC2=C(NC(O2)=O)C1